3-(5-((4-fluorobenzyl)-amino)-2-methyl-4-oxoquinazolin-3(4H)-yl)piperidine-2,6-dione FC1=CC=C(CNC2=C3C(N(C(=NC3=CC=C2)C)C2C(NC(CC2)=O)=O)=O)C=C1